N-((S)-1-(2-((S)-2-cyanopyrrolidin-1-yl)-2-oxoethyl)pyrrolidin-3-yl)benzofuran-4-carboxamide C(#N)[C@H]1N(CCC1)C(CN1C[C@H](CC1)NC(=O)C=1C=CC=C2C1C=CO2)=O